Bis(isocyanato-butyl)ether N(=C=O)CCCCOCCCCN=C=O